C(C=C)C1(CC(N)=CC=C1)NC(=O)OC(C)(C)C 3-Allyl-3-tert-butoxycarbonylamino-aniline